C(C)N(C(C)C1=CN=C(S1)C1=NNC(=C1C(C)C)C=1C=C(C=2N(C1)N=CN2)C)C N-ethyl-1-(2-(4-isopropyl-5-(8-methyl-[1,2,4]triazolo[1,5-a]pyridin-6-yl)-1H-pyrazol-3-yl)thiazol-5-yl)-N-methylethan-1-amine